(E)-3-(dimethylaminomethylene)chroman-4-one 1-fluoroheptadecan-9-yl-8-((2-(dimethylamino)ethyl)(8-((9-methyldecyl)oxy)-8-oxooctyl)amino)octanoate FCCCCCCCCC(CCCCCCCC)OC(CCCCCCCN(CCCCCCCC(=O)OCCCCCCCCC(C)C)CCN(C)C)=O.CN(C)\C=C\1/COC2=CC=CC=C2C1=O